1-(7-cyclobutyl-8-[8-ethynyl-7-fluoro-3-(methoxymethoxy)-1-naphthoyl]-2-{[(2R,7aS)-2-fluorotetrahydro-1H-pyrrolizin-7a(5H)-yl]methoxy}-7H-purin-6-yl)-2-methylpiperidine-4-carbonitrile C1(CCC1)N1C(=NC2=NC(=NC(=C12)N1C(CC(CC1)C#N)C)OC[C@]12CCCN2C[C@@H](C1)F)C(=O)C1=CC(=CC2=CC=C(C(=C12)C#C)F)OCOC